ClC1=C(C=C(OCC(=O)NC23CC(C2)(C3)NC(COC3=CC2=C(OC(O2)(F)F)C=C3)=O)C=C1)CO 2-[4-chloro-3-(hydroxymethyl)phenoxy]-N-(3-{2-[(2,2-difluoro-2H-1,3-benzodioxol-5-yl)oxy]acetamido}bicyclo[1.1.1]pentan-1-yl)acetamide